(1S,3R)-3-(methoxycarbonyl)cyclohexane COC(=O)C1CCCCC1